CC1(C(CC2=CC=CC=C12)NC1=CC=C(C=C1)[C@@H](C(F)(F)F)NC(=O)C1CCS(CC1)(=O)=O)C N-((1S)-1-(4-((1,1-Dimethyl-2,3-dihydro-1H-inden-2-yl)amino)phenyl)-2,2,2-trifluoroethyl)tetrahydro-2H-thiopyran-4-carboxamide 1,1-dioxide